tert-butyl 6-((6-cyano-8-cyclopentyl-7-oxo-7,8-dihydropyrido[2,3-d]pyrimidin-2-yl)amino)-3,4-dihydroisoquinoline-2(1H)-carboxylate C(#N)C1=CC2=C(N=C(N=C2)NC=2C=C3CCN(CC3=CC2)C(=O)OC(C)(C)C)N(C1=O)C1CCCC1